OC=1C=C2C(=CNC2=CC1)C1=CC(=CC=C1)[N+](=O)[O-] (5-hydroxy-1H-indol-3-yl)(3-nitrobenzene)